C[SiH]([O-])C Dimethyl-silanolate